OC1=C(C=C(C(=C1)OC)OC)C(/C=C/C=1C=C(C(=O)OC)C=CC1)=O (E)-Methyl 3-(3-(2-hydroxy-4,5-dimethoxyphenyl)-3-oxoprop-1-en-1-yl)benzoate